The molecule is an oligosaccharide derivative consisting of two 2-acetamido-4-amino-2,4-dideoxy-alpha-D-fucosyloxy ((2-acetamido-4-amino-2,4,6-trideoxy-alpha-D-galactosyl) monosaccharide units linked via a dithiodihexyl divalent group. One of a panel of synthetic oligosaccharide derivatives designed to reveal a critical role of the rare aminosugar 2-acetamido-4-amino-2,4-dideoxy-D-fucose (2-acetamido-4-amino-2,4,6-trideoxy-D-galactose; D-AAT) for serotype 1 immune recognition (PMID:29632881). It is an oligosaccharide derivative and an organic disulfide. C[C@@H]1[C@@H]([C@@H]([C@H]([C@H](O1)OCCCCCCSSCCCCCCO[C@@H]2[C@@H]([C@H]([C@H]([C@H](O2)C)N)O)NC(=O)C)NC(=O)C)O)N